C(C)(=O)OCCC=1N=C(SC1)C=1C(OC2=CC=CC=C2C1N(CC)CC)=O 2-[2-(diethylamino-2-oxo-2H-chromen-3-yl)-4-thiazolyl]Ethyl acetate